1-[(2R,3S,4R,5R)-5-{[bis(4-methoxyphenyl)(phenyl)methoxy]methyl}-4-[(tert-butyldimethylsilyl)oxy]-5-{[(tert-butyldimethylsilyl)oxy]methyl}-3-fluorooxolan-2-yl]-3H-pyrimidine-2,4-dione COC1=CC=C(C=C1)C(OC[C@]1([C@H]([C@@H]([C@@H](O1)N1C(NC(C=C1)=O)=O)F)O[Si](C)(C)C(C)(C)C)CO[Si](C)(C)C(C)(C)C)(C1=CC=CC=C1)C1=CC=C(C=C1)OC